N1(CCC1)C(=O)\C(\C#N)=C(/O)\C1=CC(=C(C(=C1)[N+](=O)[O-])OC)OC (Z)-2-(azetidine-1-carbonyl)-3-(3,4-dimethoxy-5-nitrophenyl)-3-hydroxyacrylonitrile